C(C1=CC=CC=C1)O[C@@H]1[C@@](O[C@@H]2OC(O[C@@H]21)(C)C)(CI)COCC2=CC=CC=C2 (3aR,5R,6S,6aR)-6-benzyloxy-5-(benzyloxymethyl)-5-(iodomethyl)-2,2-dimethyl-6,6a-dihydro-3aH-furo[2,3-d][1,3]dioxole